5-(5-(2-bromo-4-(3-morpholinopropylamino)phenylamino)-1H-pyrazol-3-yl)thiophene-2-carbonitrile BrC1=C(C=CC(=C1)NCCCN1CCOCC1)NC1=CC(=NN1)C1=CC=C(S1)C#N